(S)-1-Bromo-6a,7,8,9-tetrahydropyrido[3,4-e]pyrrolo[1,2-a]pyrazin-6(5H)-one BrC1=CN=CC=2NC([C@H]3N(C21)CCC3)=O